1-(4-bromo-2,6-difluoro-phenyl)-cyclopropanecarbaldehyde BrC1=CC(=C(C(=C1)F)C1(CC1)C=O)F